ClC1=C(SC2=C1C=C(C=C2)F)C(=O)N[C@H](C(=O)O)CC2=CC=CC=C2 (2S)-2-[(3-chloro-5-fluoro-1-benzothiophene-2-carbonyl)amino]-3-phenylpropanoic acid